N,N'-(1,4-Phenylenebis(methylene))bis(N-benzylethanamine) C1(=CC=C(C=C1)CN(CC)CC1=CC=CC=C1)CN(CC)CC1=CC=CC=C1